2,3-dihydro-1λ4-benzothiepin-8-ol [SH2]1CCC=CC2=C1C=C(C=C2)O